O=S1(C[C@@H](C=C1)NC1=NN(C=2C1=[N+](C=C(C2)C2=CC=CC=C2)[O-])C)=O (R)-3-((1,1-dioxido-2,3-dihydrothiophen-3-yl)amino)-1-methyl-6-phenyl-1H-pyrazolo[4,3-b]pyridine 4-oxide